(2R,2'R)-N,N'-(((disulfanediylbis(ethane-2,1-diyl))bis(azanediyl))bis(3-oxopropane-3,1-diyl))bis(4-((tert-butyldimethylsilyl)oxy)-2-hydroxy-3,3-dimethylbutanamide) S(SCCNC(CCNC([C@@H](C(CO[Si](C)(C)C(C)(C)C)(C)C)O)=O)=O)CCNC(CCNC([C@@H](C(CO[Si](C)(C)C(C)(C)C)(C)C)O)=O)=O